FC1=C(CC2=C(C(=C3CN(C(C3=C2)=O)CC(C)(C)O)C)C)C=CC(=C1)N1N=CC=C1 6-(2-fluoro-4-(1H-pyrazol-1-yl)benzyl)-2-(2-hydroxy-2-methylpropyl)-4,5-dimethylisoindolin-1-one